Vinyl-methyloxazolidinone C(=C)C1N(C(OC1)=O)C